OCC=1C=NC2=C(N=CC=C2C1)NC=1C(=C(C=CC1)C1=C(C(=CC=C1)NC=1N=CC=C2C=C(C=NC12)CN1C[C@@H](CC1)O)C)C (R)-1-((8-((3'-((3-(hydroxymethyl)-1,7-naphthyridin-8-yl)amino)-2,2'-dimethyl-[1,1'-biphenyl]-3-yl)amino)-1,7-naphthyridin-3-yl)methyl)pyrrolidin-3-ol